Diethyl (cyanomethyl)phosphonate C(#N)CP(OCC)(OCC)=O